FC1=C(C=C(C=C1)N1C(C(N(CC1)C(=O)NCCCCC1=CC=CC=C1)(C)C)=O)OC 4-(4-Fluoro-3-methoxy-phenyl)-2,2-dimethyl-3-oxo-N-(4-phenylbutyl)piperazine-1-carboxamide